5-(1-(2,2-difluoroethyl)-2-methyl-1H-imidazo[4,5-b]pyridin-6-yl)-N-(1-methylpiperidin-4-yl)pyrrolo[2,1-f][1,2,4]triazin-2-amine FC(CN1C(=NC2=NC=C(C=C21)C=2C=CN1N=C(N=CC12)NC1CCN(CC1)C)C)F